ClC=1C=NC2=C(CCNCC2)N1 2-chloro-6,7,8,9-tetrahydro-5H-pyrazino[2,3-d]azepine